C(CCCCCCC)OC1=CC=CC=2C(C3=CC=CC=C3SC12)=O 4-octyloxy-9H-thioxanthen-9-one